C[Si](C)C.C[Si](C)C.[Na] sodium bistrimethyl-silicon